4-chloro-6-fluoro-1,3-dihydro-2H-inden-2-one ClC1=C2CC(CC2=CC(=C1)F)=O